(R)-2-(cyclohexanecarbonyl)-2,3,6,7-tetrahydro-1H-pyrazino[2,1-a]isoquinolin C1(CCCCC1)C(=O)N1C[C@@H]2N(CCC3=CC=CC=C23)CC1